O1CCN(CC1)C/C=C/C=1C=C(C=CC1)C1=C2CCN(C2=CC=C1)C(=O)C=1SC=2CN(CCC2N1)CC(=O)O (E)-2-(2-(4-(3-(3-morpholinoprop-1-en-1-yl)phenyl)indoline-1-carbonyl)-6,7-dihydrothiazolo[5,4-c]pyridin-5(4H)-yl)acetic acid